NCC1CC2(C1)CCC(CC2)CCO 2-(2-(aminomethyl)spiro[3.5]nonan-7-yl)ethan-1-ol